4-(3-((cyclobutylmethyl)amino)piperidin-1-yl)-5-fluoro-1-((4-(6-methoxy-1H-indazol-4-yl)-1H-1,2,3-triazol-1-yl)methyl)pyridin-2(1H)-one C1(CCC1)CNC1CN(CCC1)C1=CC(N(C=C1F)CN1N=NC(=C1)C1=C2C=NNC2=CC(=C1)OC)=O